tert-butyl(dimethyl)[(5s)-tricyclo[6.1.0.0(2,4)]non-6-en-5-yloxy]silane C(C)(C)(C)[Si](O[C@@H]1C2CC2C2CC2C=C1)(C)C